NC1=C(C=C(C=N1)NC(C(=O)N1C(CCC(C1)C)C=1C=C2C=CN=C(C2=CC1)O)=O)C N-(6-amino-5-methyl-3-pyridyl)-2-[2-(1-hydroxy-6-Isoquinolyl)-5-methyl-1-piperidyl]-2-oxo-acetamide